N1(C=NC2=C1C=CC=C2)C=2C1=CC=CC=C1C(=C1C=CC=CC21)N2C=NC1=C2C=CC=C1 9,10-bis(N-benzimidazolyl)anthracene